C(#C)[Si](C(C)C)(C(C)C)C(C)C ethynyl-tris(propan-2-yl)silane